phenyl[(phenylcarbazolyl)phenyl]indolocarbazole C1(=CC=CC=C1)C=1C(=C2C(=CC1)N=C1C=CC3=C4C=CC=CC4=NC3=C12)C1=C(C=CC=C1)C1=C(C=CC=2C3=CC=CC=C3NC12)C1=CC=CC=C1